2,2',2'',2''',2''''-((2S,5S,8S,11S)-1,4,7,10-tetraazacyclododecane-1,2,5,8,11-pentayl)pentaacetic acid N1([C@H](CN[C@H](CN[C@H](CN[C@H](C1)CC(=O)O)CC(=O)O)CC(=O)O)CC(=O)O)CC(=O)O